N1-[4-(1,1,1,3,3,3-Hexafluoro-2-hydroxypropan-2-yl)phenyl]-N2-methyl-5-(methylsulfonyl)-1,3-dihydro-2H-isoindol-1,2-dicarboxamid FC(C(C(F)(F)F)(O)C1=CC=C(C=C1)NC(=O)C1N(CC2=CC(=CC=C12)S(=O)(=O)C)C(=O)NC)(F)F